CC1=C(C=C(C(=C1)SC1=CC(=CC=C1)OCC(C(F)F)(F)F)C)N=CN(C)CC N'-(2,5-dimethyl-4-{[3-(2,2,3,3-tetrafluoropropoxy)phenyl]sulfanyl}phenyl)-N-ethyl-N-methylimido-formamide